COC1=CC=C(CC=2N=C(C3=CN=CC=C3C2)NC)C=C1 4-methoxybenzyl-N-methyl-2,7-naphthyridin-1-amine